1-hydroxy-3-(3,4,5-trihydroxyphenyl)-9H-xanthen-9-one OC1=CC(=CC=2OC3=CC=CC=C3C(C12)=O)C1=CC(=C(C(=C1)O)O)O